CC1(CC(NC1)=O)C 4,4-dimethyl-2-pyrrolidone